OC(CC1=CC=CC=2NN=NC21)CO 2,3-dihydroxypropyl-benzotriazole